ClC1=CC=C(C=C1)C1=NN2C(N=CC(=C2)C(=O)C2=C(C=CC(=C2)C(F)(F)F)O)=C1 (2-(4-chlorophenyl)pyrazolo[1,5-a]pyrimidin-6-yl)(5-trifluoromethyl-2-hydroxyphenyl)methanone